FCC1(CC1)C1=C2C(=NC(=C1)N1[C@@H](COCC1)C)C(=NS2)C2=CC(=NN2)C (R)-4-(7-(1-(fluoromethyl)cyclopropyl)-3-(3-methyl-1H-pyrazol-5-yl)isothiazolo[4,5-b]pyridin-5-yl)-3-methylmorpholine